2-(2-fluorophenyl)-2-tolylacetonitrile FC1=C(C=CC=C1)C1(C(C=CC=C1)C)CC#N